COC(=O)C=1C2C=CC(C1C(=O)OC)CC2 Bicyclo[2.2.2]octa-2,5-diene-2,3-dicarboxylic acid dimethyl ester